dimethylaminodimethyl-tin CN(C)[Sn](C)C